COC1=C(CNS(=O)(=O)C2=C(C=CC(=C2)[N+](=O)[O-])N2N=CC(=C2)CCOC)C=CC(=C1)OC N-(2,4-dimethoxybenzyl)-2-[4-(2-methoxyethyl)-1H-pyrazol-1-yl]-5-nitrobenzenesulfonamide